ClC1=C(C=CC=C1)[C@H]1CN(CC12CCC2)C(=O)C2=CN=CC(N2)=O (S)-6-(8-(2-chlorophenyl)-6-azaspiro[3.4]octane-6-carbonyl)pyrazin-2(1H)-one